C(C)(=O)N[C@H]1C2O[C@@H]([C@H]([C@@H]1O[C@@H](C(=O)O)C)O)CO2 1,6-anhydro-N-acetyl-D-muramic acid